NC1=CC=CC(=N1)S(=O)(=O)NC(=O)C=1C(=NC(=CC1)C=1C=NC(=CC1)OC(C)C)N1CC(CC1)C1=CC=CC=C1 N-[(6-Amino-2-pyridyl)sulfonyl]-6-(6-isopropoxy-3-pyridyl)-2-(3-phenylpyrrolidin-1-yl)pyridin-3-carboxamid